2-(3,4-dimethoxyphenyl)-5-(4-(1-isopropylpiperidin-4-yl)piperazin-1-yl)-3-methyl-1H-indole COC=1C=C(C=CC1OC)C=1NC2=CC=C(C=C2C1C)N1CCN(CC1)C1CCN(CC1)C(C)C